FC1(CC2(C1)CCN(CC2)C=2C=C(C1=C(NC(=N1)C1=CC(=CN1)C(=O)C1=C(C=CC=C1)C(F)(F)F)C2)F)F (5-(6-(2,2-difluoro-7-azaspiro[3.5]nonan-7-yl)-4-fluoro-1H-benzo[d]imidazol-2-yl)-1H-pyrrol-3-yl)(2-(trifluoromethyl)phenyl)methanone